C(C)SC=1C(=NC(=CC1)F)C=1OC2=C(N1)C=C(C=C2)S(=O)(=O)C(F)(F)F 2-(3-Ethylsulfanyl-6-fluoro-2-pyridyl)-5-(trifluoromethylsulfonyl)-1,3-benzoxazole